C(C(C)C)[C@H](C(=O)N)CCC(=O)O (R)-isobutylglutaric acid monoamide